hydroxypropionyl-glycine OCCC(=O)NCC(=O)O